CC1(CCCC2=C(OC3=CC=CC=C3C2=O)C1)C 7,7-dimethyl-7,8,9,10-tetrahydrocyclohepta[b]chromen-11(6H)-one